ClC=1C=CC2=C(N=C(O2)N2CCC3(CC2)CCC(CC3)NC(=O)C3CS(C3)(=O)=O)C1 N-[3-(5-chloro-1,3-benzoxazol-2-yl)-3-azaspiro[5.5]undecan-9-yl]-1,1-dioxo-thietane-3-carboxamide